FC1=C(CN2N=C(C=C2)B2OC(C(O2)(C)C)(C)C)C=C(C=C1)OC(F)(F)F 1-(2-fluoro-5-(trifluoromethoxy)benzyl)-3-(4,4,5,5-tetramethyl-1,3,2-dioxaborolan-2-yl)-1H-pyrazole